C1(CC1)C1=NN2C(N(C([C@H](CC2)NC(=O)C2=NN(C=N2)CC2=CC(=C(C=C2)F)F)=O)C)=C1 (S)-N-(2-cyclopropyl-4-methyl-5-oxo-5,6,7,8-tetrahydro-4H-pyrazolo[1,5-a][1,3]diazepin-6-yl)-1-(3,4-difluorobenzyl)-1H-1,2,4-triazole-3-carboxamide